C(C(C)(C)C)C=1C(=NSN1)O 4-neopentyl-1,2,5-thiadiazol-3-ol